CCCCCCCC[C@@H]1[C@H](O1)CCCCCCCC(=O)OC methyl trans-9,10-epoxyoctadecanoate